O1CCOC12CCN(CC2)C(CC(C)=O)=S 4-(1,4-dioxa-8-azaspiro[4.5]decan-8-yl)-4-thioxo-butan-2-one